C1(CC1)C=1C(=CC=2N(N1)C(=CN2)C2=CN=CC(=N2)N[C@H]2CNCC[C@@H]2F)OC 6-(6-cyclopropyl-7-methoxyimidazo[1,2-b]pyridazin-3-yl)-N-((3S,4S)-4-fluoropiperidin-3-yl)pyrazin-2-amine